FC1=C(C=C(C(=C1)C)C(=O)OC)B1OC(C)(C)C(C)(C)O1 2-fluoro-4-methyl-5-(methoxycarbonyl)phenylboronic acid pinacol ester